C(C=C)N(CCC1=CNC2=C(C=CC=C12)OC(CCCC(=O)O)=O)CC=C 5-((3-(2-(diallylamino)ethyl)-1H-indol-7-yl)oxy)-5-oxopentanoic acid